(R)-N-(1-(3-(1-(difluoromethyl)-1H-pyrazol-4-yl)-5-(1-methyl-1H-pyrazol-3-yl)phenyl)ethyl)-5-(2-(dimethylamino)ethoxy)-2-methylbenzamide FC(N1N=CC(=C1)C=1C=C(C=C(C1)C1=NN(C=C1)C)[C@@H](C)NC(C1=C(C=CC(=C1)OCCN(C)C)C)=O)F